methyl 3-(2-(((1S,3S)-3-((4-((tert-butoxycarbonyl)amino)butyl)amino)cyclopentyl)amino)-5-(trifluoromethyl)pyrimidin-4-yl)-1H-indole-6-carboxylate C(C)(C)(C)OC(=O)NCCCCN[C@@H]1C[C@H](CC1)NC1=NC=C(C(=N1)C1=CNC2=CC(=CC=C12)C(=O)OC)C(F)(F)F